NCC=1C=C(C=CC1)C=1C=C2C(=NN(C2=CC1)C(C)C)C(=O)NC1=C(C(=O)OC)C=CC=C1 methyl 2-(5-(3-(aminomethyl)phenyl)-1-isopropyl-1H-indazole-3-carboxamido)benzoate